COC1=CC=C(C=N1)C=1C=C2C(=NC=NC2=CC1)OC=1C=C(C=CC1)NC(C=C)=O N-(3-((6-(6-methoxypyridin-3-yl)quinazolin-4-yl)oxy)phenyl)acrylamide